Fmoc-2-aminomethyl-phenylacetic acid C(=O)(OCC1C2=CC=CC=C2C2=CC=CC=C12)C(C(=O)O)C1=C(C=CC=C1)CN